4,4'-isopropylidenebis[2-(2,6-dibromo-phenoxy)ethanol] C(C)(C)(C1=CC(=C(OCCO)C(=C1)Br)Br)C1=CC(=C(OCCO)C(=C1)Br)Br